C(N)(=O)C1(CCN(CC1)C1=CC(=NC=2N1N=C(C2C2=CC=C(C=C2)Cl)C2=C(C=CC=C2)Cl)N2[C@H](CC2)CC(=O)O)C 2-[(2R)-1-[7-(4-carbamoyl-4-methyl-1-piperidyl)-2-(2-chlorophenyl)-3-(4-chlorophenyl)pyrazolo[1,5-a]pyrimidin-5-yl]azetidin-2-yl]acetic acid